N(N)C(OCC1CC(C1)O[Si](C)(C)C(C)(C)C)=S O-(((1s,3s)-3-((tert-butyldimethylsilyl) oxy) cyclobutyl) methyl) hydrazinethiocarboxylate